6-fluoro-4-iodo-N-(4-methyl-oxy-cyclohexan-4-yl)pyridin-2-amine FC1=CC(=CC(=N1)NC1(CCCCC1)OC)I